COC(=O)C1=NC(=CC=C1C=1C(=CC=2C3=C(COC2C1)C=CS3)C(=O)O)C(NCCC)=O 7-(2-(methoxycarbonyl)-6-(propylcarbamoyl)pyridin-3-yl)-4H-thieno[3,2-c]chromene-8-carboxylic acid